C1=CC=CC=2C3=CC=CC=C3N(C12)C1=CC=C2C(CC(C2=C1)(C)C1=CC=C(C=C1)N1C2=CC=CC=C2C=2C=CC=CC12)(C)C 9-(4-(6-(9H-carbazol-9-yl)-1,3,3-trimethyl-2,3-dihydro-1H-inden-1-yl)phenyl)-9H-carbazole